2,2-bis(4-cyanooxyphenyl)-3-methylbutane C(#N)OC1=CC=C(C=C1)C(C)(C(C)C)C1=CC=C(C=C1)OC#N